2-((4-butylphenyl)sulfonamido)-5-(4-((4-((4-butylphenyl)sulfonamido)-3-phosphonophenyl)amino)-4-oxobutanamido)benzoic acid C(CCC)C1=CC=C(C=C1)S(=O)(=O)NC1=C(C(=O)O)C=C(C=C1)NC(CCC(=O)NC1=CC(=C(C=C1)NS(=O)(=O)C1=CC=C(C=C1)CCCC)P(=O)(O)O)=O